4-(4-amino-8-(1-(but-2-ynyl)pyrrolidin-3-yl)imidazo[1,5-a][1,3,5]triazin-6-yl)-N-(4-cyanopyridin-2-yl)benzamide NC1=NC=NC=2N1C(=NC2C2CN(CC2)CC#CC)C2=CC=C(C(=O)NC1=NC=CC(=C1)C#N)C=C2